OC1(CCN(CC1)C(=O)OC(C)(C)C)C[N+](=O)[O-] tert-Butyl 4-hydroxy-4-(nitromethyl)-piperidine-1-carboxylate